COC1=C(CN2C(C3=CC(=C(C=C3C(=C2)C(=O)O)OC)OC)=O)C=CC(=C1)OC 2-(2,4-dimethoxybenzyl)-6,7-dimethoxy-1-oxo-1,2-dihydroisoquinoline-4-carboxylic acid